(2-chloro-5-hydroxy-phenyl)boronic acid ClC1=C(C=C(C=C1)O)B(O)O